methyl-N2-[4-(oxazol-2-yl)phenyl]-2,4-pyrimidinediamine CC=1C(=NC(=NC1)NC1=CC=C(C=C1)C=1OC=CN1)N